C(C)(C)(C)NC(C)(C)C di-tertbutyl-amine